(3S,5S)-8-(2-Amino-6-((R)-1-(4-chloro-2-(3-methyl-1H-pyrazol-1-yl)phenyl)-2,2,2-Trifluoroethoxy)pyrimidin-4-yl)-2-azaspiro[4.5]dec-7-en NC1=NC(=CC(=N1)C1=CC[C@]2(CCNC2)CC1)O[C@@H](C(F)(F)F)C1=C(C=C(C=C1)Cl)N1N=C(C=C1)C